3-(3-Nitrophenyl)quinoline [N+](=O)([O-])C=1C=C(C=CC1)C=1C=NC2=CC=CC=C2C1